5-[(5-bromo-1-ethyl-1H-pyrazol-4-yl)methyl]-1-(4-fluoro-2-iodophenyl)-1H-1,2,4-triazole BrC1=C(C=NN1CC)CC1=NC=NN1C1=C(C=C(C=C1)F)I